6H-1,2-thiazine (1R,3R)-ethyl-2,2-dimethyl-3-(4-sulfamoylphenyl)cyclopropanecarboxylate C(C)OC(=O)[C@H]1C([C@@H]1C1=CC=C(C=C1)S(N)(=O)=O)(C)C.S1N=CC=CC1